1-((6-((4-Chlorobenzyl)oxy)-6-oxohex-1-en-2-yl)oxy)-4-methylpyridin ClC1=CC=C(COC(CCCC(=C)ON2CC=C(C=C2)C)=O)C=C1